3-(5-(4-((3-fluoroazetidin-1-yl)methyl)-1H-pyrrolo[2,3-b]pyridin-6-yl)-1-oxoisoindolin-2-yl)piperidine-2,6-dione FC1CN(C1)CC1=C2C(=NC(=C1)C=1C=C3CN(C(C3=CC1)=O)C1C(NC(CC1)=O)=O)NC=C2